COC1=CC=C(C=C1)C1COC2=CC(=CC=C2C1C1=CC=C(C=C1)OC)OC 1-cis-3-(4-methoxyphenyl)-4-(4-methoxyphenyl)-7-methoxychroman